C1(CC1)C=1SC=C(N1)[C@H](CC1=CC=C(C=C1)NS(O)(=O)=O)NC=1SC=C(N1)C1=C(C=C(C=C1)F)F 4-((S)-2-(2-cyclopropylthiazol-4-yl)-2-(4-(2,4-difluorophenyl)thiazol-2-ylamino)-ethyl)phenyl-sulfamic acid